NCC1=NNC(C2=C(C=C(C=C12)C1=C(N(N=C1)C)C=1C(=CC2=CC=CC=C2C1Cl)C#N)C)=O 3-[4-[4-(aminomethyl)-8-methyl-1-oxo-2H-phthalazin-6-yl]-2-methyl-pyrazol-3-yl]-4-chloro-naphthalene-2-carbonitrile